5-Amino-1-((1r,3r)-3-(azetidin-1-ylmethyl)cyclobutyl)-3-(2-phenylquinolin-7-yl)-1H-pyrazole-4-carbonitrile NC1=C(C(=NN1C1CC(C1)CN1CCC1)C1=CC=C2C=CC(=NC2=C1)C1=CC=CC=C1)C#N